(2-(dimethylamino)pyrimidin-5-yl)boronic acid CN(C1=NC=C(C=N1)B(O)O)C